C1=CC=C(C=C1)CNC=O N-benzylformamide